pentadecyl 2,5-dihydroxybenzoate OC1=C(C(=O)OCCCCCCCCCCCCCCC)C=C(C=C1)O